(5-(1-phenyl-1H-pyrazol-4-yl)-1H-indol-3-yl)-3,4-dihydroisoquinoline-2(1H)-carboxamide C1(=CC=CC=C1)N1N=CC(=C1)C=1C=C2C(=CNC2=CC1)C1N(CCC2=CC=CC=C12)C(=O)N